BrC=1C=C2C(=CC1)C(N(CC21CC1)CC1=CC=C(C=C1)OC)=O 6-bromo-2-[(4-methoxyphenyl)methyl]spiro[3H-isoquinoline-4,1'-cyclopropane]-1-one